N4-(3-(1H-pyrazol-1-yl)benzyl)-N2,N2,N6,N6-tetrakis(2-methoxyethyl)-8-(4-methoxypiperidin-1-yl)pyrimido[5,4-d]pyrimidine-2,4,6-triamine N1(N=CC=C1)C=1C=C(CNC=2C3=C(N=C(N2)N(CCOC)CCOC)C(=NC(=N3)N(CCOC)CCOC)N3CCC(CC3)OC)C=CC1